(S)-N-[(3,5-difluorophenyl)methylidene]-2-methylpropane-2-sulfinamide FC=1C=C(C=C(C1)F)C=N[S@@](=O)C(C)(C)C